N-((1R,4R)-4-((4-((5-cyclopropyl-1H-pyrazol-3-yl)amino)pyrimidin-2-yl)(methyl)amino)cyclohexyl)-2-(3-(methylsulfonyl)phenyl)acetamide C1(CC1)C1=CC(=NN1)NC1=NC(=NC=C1)N(C1CCC(CC1)NC(CC1=CC(=CC=C1)S(=O)(=O)C)=O)C